aluminum Stearate C(CCCCCCCCCCCCCCCCC)(=O)[O-].[Al+3].C(CCCCCCCCCCCCCCCCC)(=O)[O-].C(CCCCCCCCCCCCCCCCC)(=O)[O-]